C(C(O)CO)OCCCCCCCCCCCCCCCCCCCC monoarachidyl glyceryl ether